C1(CCC1)NC(=O)C1=CC=2N=C(N=C(C2O1)N1CCOCC1)N/N=C/C=1C=C(C=CC1)C N-cyclobutyl-4-morpholino-2-[(2E)-2-(m-tolylmethylene)hydrazino]furo[3,2-d]pyrimidine-6-carboxamide